(4'-(1-isobutyl-3-(prop-1-en-2-yl)-1H-pyrazol-5-yl)-3-(methylsulfonyl)-[1,1'-biphenyl]-4-yl)methanol C(C(C)C)N1N=C(C=C1C1=CC=C(C=C1)C1=CC(=C(C=C1)CO)S(=O)(=O)C)C(=C)C